3-(trifluoromethyl)-1-methyl-1H-pyrazole-4-carboxylic acid FC(C1=NN(C=C1C(=O)O)C)(F)F